N-(3-bromophenyl)-5'-(tert-butyl)-[1,1':3',1''-terphenyl]-2'-amine BrC=1C=C(C=CC1)NC1=C(C=C(C=C1C1=CC=CC=C1)C(C)(C)C)C1=CC=CC=C1